C1CCC2=CC(=CC=C12)C(C(=C)C1=CC=CC=C1)=O 1-(2,3-dihydro-1H-inden-5-yl)-2-phenylprop-2-en-1-one